(S)-1-(3,4-difluorophenyl)-3-nitropropan-1-ol FC=1C=C(C=CC1F)[C@H](CC[N+](=O)[O-])O